5-(5-((1-(Dimethylglycyl)piperidin-4-yl)oxy)-3-isopropyl-1H-indol-2-yl)-1,3-dimethylpyridin-2(1H)-on CN(CC(=O)N1CCC(CC1)OC=1C=C2C(=C(NC2=CC1)C=1C=C(C(N(C1)C)=O)C)C(C)C)C